1-(3-chloro-2'-hydroxy-4''-(hydroxymethyl)-3''-(piperazin-1-yl)-[1,1':3',1''-terphenyl]-4-yl)-3-methylimidazolidin-2-one ClC=1C=C(C=CC1N1C(N(CC1)C)=O)C1=C(C(=CC=C1)C1=CC(=C(C=C1)CO)N1CCNCC1)O